C1N(CC12CCCCC2)C(=O)N 2-azaspiro[3.5]nonane-2-carboxamide